C(=O)(OCC1C2=CC=CC=C2C2=CC=CC=C12)N[C@@H](CC1CCCCC1)C(=O)O Fmoc-β-cyclohexyl-L-alanine